3-(4,5-dimethylthiazol-2-yl)-2,5-diphenyl-tetrazole CC=1N=C(SC1C)N1N(NC(=N1)C1=CC=CC=C1)C1=CC=CC=C1